COCC1(N2CCC(C1=O)CC2)COC(N[C@H]2C[C@H](CCC2)NC(OCC2(N1CCC(C2=O)CC1)COC)=O)=O bis((2-(methoxymethyl)-3-oxoquinuclidin-2-yl)methyl)((1R,3S)-cyclohexane-1,3-diyl)dicarbamate